C1(CCCC1)CN1N=CC(=C1C)C=1C(=NC(=CC1)NC)C(=O)OC(C)(C)C tert-butyl 3-(1-(cyclopentylmethyl)-5-methyl-1H-pyrazol-4-yl)-6-(methylamino)picolinate